C1(CC1)C1=NC=NC(=C1C=1N=CC2=C(N1)C(=NN2COCC[Si](C)(C)C)CC2=CC=C(C=C2)C=2N(C=C(N2)C(F)(F)F)C2CC2)OC 2-[[5-(4-cyclopropyl-6-methoxy-pyrimidin-5-yl)-3-[[4-[1-cyclopropyl-4-(trifluoromethyl)imidazol-2-yl]phenyl]methyl]pyrazolo[4,3-d]pyrimidin-1-yl]methoxy]ethyl-trimethyl-silane